ClC=1C=NC(=NC1)OC=1C=CC=C2C=NN(C12)CCN1N=C(C=C1)C(F)(F)F 7-[(5-Chloropyrimidine-2-yl)oxy]-1-{2-[3-(trifluoromethyl)-1H-pyrazole-1-yl]ethyl}-1H-indazole